4-cyano-N-[2-cyano-5-[[[2,6-dichloro-4-[1,2,2,3,3,3-hexafluoro-1-(trifluoro-methyl)propyl]phenyl]amino]carbonyl]phenyl]-2-methyl-benzamide C(#N)C1=CC(=C(C(=O)NC2=C(C=CC(=C2)C(=O)NC2=C(C=C(C=C2Cl)C(C(C(F)(F)F)(F)F)(C(F)(F)F)F)Cl)C#N)C=C1)C